(1,2-difluoroethoxy)-1-methyl-1H-benzo[d]imidazole-6-carboxylic acid FC(CF)OC1=NC2=C(N1C)C=C(C=C2)C(=O)O